FC=1C2=C(C(NC(=C2C=CC1)C=1C=NN2C1C=CC=C2C)(C)C)F difluoro-3,3-dimethyl-1-(7-methylpyrazolo[1,5-a]pyridin-3-yl)isoquinoline